N-((2S,3S)-4-((4-(tert-butyl)benzyl)amino)-3-hydroxy-1-phenylbutan-2-yl)-2-(9H-fluorene-9-yl)acetamide C(C)(C)(C)C1=CC=C(CNC[C@@H]([C@H](CC2=CC=CC=C2)NC(CC2C3=CC=CC=C3C=3C=CC=CC23)=O)O)C=C1